ClC=1C=C(OC=2C(=NC(=NC2)C)C(=NO)N)C=CC1 5-(3-chlorophenoxy)-N'-hydroxy-2-methyl-pyrimidine-4-carboxamidine